C(C(C)C)(=O)N([C@@H](CCCCN)C(=O)[O-])C(C(C)C)=O.C(C(C)C)(=O)N([C@@H](CCCCN)C(=O)[O-])C(C(C)C)=O.[Mg+2] magnesium di-(di-isobutyryl lysinate)